Cl.NC1=C2N(C(N(C2=NC=N1)[C@@H]1C(CN(CC1)CCC1CCN(CC1)C1CNC1)(F)F)=O)C1=CC=C(C=C1)OC1=CC=CC=C1 6-amino-9-[(4S)-1-{2-[1-(azetidin-3-yl)piperidin-4-yl]ethyl}-3,3-difluoropiperidin-4-yl]-7-(4-phenoxyphenyl)purin-8-one hydrochloride